N-phenyl-1-(4-methoxybenzyl)ethylamine C1(=CC=CC=C1)NC(C)CC1=CC=C(C=C1)OC